CO[Si](C(C(=O)OC(C)C)C)(OC)OC isopropyl α-trimethoxysilylpropionate